10-{3-[(2R,3R,4S,5R)-3,4-Dihydroxy-5-(hydroxymethyl)tetrahydrofur-2-yl]-1,3,4,5a,8-pentaaza-3H-as-indacen-6-yl}-9-oxodecanoic acid O[C@H]1[C@@H](O[C@@H]([C@H]1O)CO)N1C=NC=2C3=NC=C(N3C=NC12)CC(CCCCCCCC(=O)O)=O